CN(CCCC=1SC2=C(N1)C=C(C=C2)C2=CC[C@@H](CN2C(=O)OC(C)(C)C)C)C tert-butyl (3S)-6-[2-[3-(dimethylamino)propyl]-1,3-benzothiazol-5-yl]-3-methyl-3,4-dihydro-2H-pyridine-1-carboxylate